4-aminostyrene-1-carboxylate NC1=CCC(C=C)(C=C1)C(=O)[O-]